4-(15-amino-4,7,10,13-tetraoxa-1-azapentadecan-1-yl)-2-(2,6-dioxopiperidin-3-yl)-2,3-dihydro-1H-isoindole-1,3-dione NCCOCCOCCOCCOCCNC1=C2C(N(C(C2=CC=C1)=O)C1C(NC(CC1)=O)=O)=O